indoleacetic acid monohydrate O.N1C(=CC2=CC=CC=C12)CC(=O)O